ClC1=CC(=C(C(=C1)F)C1=NC(=CN2C1=NC(=C(C2=O)C)C)[C@@H]2C[C@@H](OCC2)C=2C=NN(C2)C2CC2)F |r| 9-(4-chloro-2,6-difluorophenyl)-2,3-dimethyl-7-[rac-(2R,4S)-2-(1-cyclopropylpyrazol-4-yl)oxan-4-yl]pyrazino[1,2-a]pyrimidin-4-one